[K+].C(C)(C)(C)OC(=O)NC[B-](F)(F)F (tert-butoxycarbonylamino)methyl-trifluoro-boranuide potassium